C(C)(C)(C)N1S(C(=C(C1=O)NC1CCN(CC1)C1=NC=C(C=C1)C)C1=CC=CC=C1)(=O)=O 2-tert-butyl-4-{[1-(5-methylpyridin-2-yl)piperidin-4-yl]amino}-5-phenylisothiazol-3(2H)-one 1,1-dioxide